2-(5-(((1R,2R,3S,5S)-2-fluoro-8-azabicyclo[3.2.1]octan-3-yl)(methyl)amino)pyrazin-2-yl)-5-(1-(fluoromethyl)-1H-pyrazol-4-yl)phenol F[C@@H]1[C@H]2CC[C@@H](C[C@@H]1N(C=1N=CC(=NC1)C1=C(C=C(C=C1)C=1C=NN(C1)CF)O)C)N2